ClC=1C=C2CCCN(C2=CC1)[C@H]1C[C@@H](N(C1)C(=O)OC(C)(C)C)C(C)(C)O (2R,4S)-tert-butyl 4-(6-chloro-3,4-dihydroquinolin-1(2H)-yl)-2-(2-hydroxypropan-2-yl)pyrrolidine-1-carboxylate